gamma-trimethoxysilylpropyl-amine CO[Si](CCCN)(OC)OC